FC(C=1C=C(C=C2C=CC=NC12)C=O)(F)F (8-(trifluoromethyl)quinolin-6-yl)methanone